C1=CC=C(C=C1)S/C(=C(/C(=C(/SC2=CC=CC=C2)\\N)/C#N)\\C#N)/N The molecule is a dinitrile that is succinonitrile in which the methylene hydrogens at positions 2 and 3 are substituted by amino(phenylsulfanyl)methylidene groups. It acts as an inhibitor of MEK (mitogen activated protein kinase kinase). It has a role as a protein kinase inhibitor. It is a dinitrile, an enamine and an aryl sulfide. It derives from a hydride of a buta-1,3-diene.